tert-Butyl ((1-(N,N-dimethylsulfamoyl)-2-ethyl-1H-imidazol-5-yl)methyl)(methyl)carbamate CN(S(=O)(=O)N1C(=NC=C1CN(C(OC(C)(C)C)=O)C)CC)C